4-(5-(tert-Butyl)-3-(4-methoxybenzyl)-1H-1,2,4-triazol-5-yl)-1-methylpiperidin C(C)(C)(C)C1(N=C(NN1)CC1=CC=C(C=C1)OC)C1CCN(CC1)C